BrC1=C(N2C(=C(C(=CC2=O)CC2=CC=CC3=CC=CC=C23)C2=CC(=CC=C2)C(F)(F)F)S1)C(=O)OC methyl 2-bromo-7-(naphthalen-1-ylmethyl)-5-oxo-8-(3-(trifluoromethyl)phenyl)-5H-thiazolo[3,2-a]pyridine-3-carboxylate